N,N-bis(carboxymethyl)-L-glutamic acid tetrasodium salt [Na+].[Na+].[Na+].[Na+].C(=O)([O-])CN([C@@H](CCC(=O)[O-])C(=O)[O-])CC(=O)[O-]